ClCC=1OC(=NN1)C1=CC=C(C=C1)C 2-(chloromethyl)-5-(p-tolyl)-1,3,4-oxadiazole